FC(OC1=CC2=C(N=C(O2)C=2C(=C(C=CC2)C2=C(C(=CC=C2)C=2OC3=C(CN(CC3)CC3OCC3)N2)C)C)C=C1CN1[C@@H](CCC1)C(=O)O)F ((6-(difluoromethoxy)-2-(2,2'-dimethyl-3'-(5-(oxetan-2-ylmethyl)-4,5,6,7-tetrahydrooxazolo[4,5-c]pyridin-2-yl)-[1,1'-biphenyl]-3-yl)benzo[d]oxazol-5-yl)methyl)proline